tert-butyl 1,4,5,6,7,8-hexahydro-4,7-epiminocyclohepta[c]pyrazole-9-carboxylate N1N=CC2=C1CC1CCC2N1C(=O)OC(C)(C)C